N-(2-chloro-4-(trifluoromethyl)phenyl)-2-(2-(3,6-dihydro-2H-pyran-4-yl)-5-methyl-8-oxo-5,8-dihydrospiro[cyclopenta[d][1,2,4]triazolo[1,5-a]pyrimidine-7,4'-piperidin]-4(6H)-yl)acetamide ClC1=C(C=CC(=C1)C(F)(F)F)NC(CN1C=2N(C(C3=C1C(CC31CCNCC1)C)=O)N=C(N2)C=2CCOCC2)=O